C(CCC)N(CCNS(=O)(=O)C1=CC=C(C=C1)OC(F)(F)F)CC1=CC(=CC=C1)Cl N-(2-(butyl(3-chlorobenzyl)amino)ethyl)-4-(trifluoromethoxy)benzenesulfonamide